Cl.COC=1C(=C(C=CC1)N1NCCC1)C 1-(3-Methoxy-2-methyl-phenyl)pyrazolidine hydrochloride